CCCCCCCC/C=C\\CCCCCCCCCCCC(=O)OCC(CO)O The molecule is a fatty acid ester resulting from the formal condensation of the hydroxy group at position-1 of glycerol with the carboxy group of erucic acid. It has a role as a food emulsifier. It is a 1-monoglyceride and a fatty acid ester. It derives from a glycerol and an erucic acid.